BrC1=C(C(=CC=C1)C1=CC=CC(=C1)C)N bromo-5'-methyl-[1,1'-biphenyl]-2-amine